FC(SC1=CC=C(COC2=C(N=NN2)C(=O)O)C=C1)(F)F 5-((4-((trifluoromethyl)thio)benzyl)oxy)-1H-1,2,3-triazole-4-carboxylic acid